Tert-butyl (((1r,4r)-4-(((2-nitrophenyl)amino)methyl)cyclohexyl)methyl)carbamate [N+](=O)([O-])C1=C(C=CC=C1)NCC1CCC(CC1)CNC(OC(C)(C)C)=O